N-(5,8,11,14-eicosatetraenoyl)serine C(CCCC=CCC=CCC=CCC=CCCCCC)(=O)N[C@@H](CO)C(=O)O